CC1=CC2=C(C(=O)C=C(C2=O)N)C(=C1O)C(=O)/C(=C/C(C)[C@@H]([C@@H](C)[C@H]([C@H](C)[C@@H]([C@H](C)[C@H]([C@@H](C)/C=C/C=C(\\C)/C(=O)O)O)O)O)O)/C The molecule is a hydroxy monocarboxylic acid that is an intermediate in the biosynthesis of rifamycin. It has a role as a bacterial metabolite. It is a polyketide, a hydroxy monocarboxylic acid and a hydroxy-1,4-naphthoquinone.